[1-(5-chloro-3-fluoropyridin-2-yl)ethyl]-3-(5-methyl-1,3-thiazol-2-yl)-5-(tetrahydro-2H-pyran-4-yloxy)benzamide tridecanoate C(CCCCCCCCCCCC)(=O)O.ClC=1C=C(C(=NC1)C(C)C1=C(C(=O)N)C=C(C=C1C=1SC(=CN1)C)OC1CCOCC1)F